NC1=NC(=CC(=N1)C=1C=C2CN(C(C2=CC1)=O)C1C(NC(CC1)=O)=O)OC 3-(5-(2-amino-6-methoxypyrimidin-4-yl)-1-oxoisoindolin-2-yl)piperidine-2,6-dione